2-(3,3-dimethylbutanoylamino)-4-[2-(2-methylpyrimidin-5-yl)oxyethyl-[4-(5,6,7,8-tetrahydro-1,8-naphthyridin-2-yl)butyl]amino]butanoic acid CC(CC(=O)NC(C(=O)O)CCN(CCCCC1=NC=2NCCCC2C=C1)CCOC=1C=NC(=NC1)C)(C)C